BrC1=C2C=CN(C(C2=CN=C1)=O)CC=1N=C2N(C=C(C=C2)C)C1 5-bromo-2-({6-methylimidazo[1,2-a]pyridin-2-yl}methyl)-1,2-dihydro-2,7-naphthyridin-1-one